ClC1=CC(=C(C=C1)C(CCCO)=O)F 1-(4-chloro-2-fluoro-phenyl)-4-hydroxy-butan-1-one